C(C1=CC=CC=C1)OC(=O)N1CCN(CC1)CC1=CC=C(C=C1)[C@H](C)NC(=O)OC(C)(C)C (S)-4-(4-(1-((tert-Butoxycarbonyl)amino)ethyl)benzyl)piperazine-1-carboxylic acid benzyl ester